O1CCC(C2=CC=CC=C12)C1=CC=CC=C1 neoflavane